cyanic selenoanhydride N#C[Se]C#N